2-(6-Fluoro-4-methoxy-7-methylindol-3-yl)-N,N-dimethylglyoxylamide FC1=CC(=C2C(=CNC2=C1C)C(C(=O)N(C)C)=O)OC